C(C(C)C)C=1C(=CN2C=CC=CC12)C(=O)N isobutylindolizine-2-carboxamide